O=C1NC(CCC1N1N(C2=C(C=CC=C2C1=O)OCC1=CC=C(CN2CCN(CC2)C2=C(C=C(C#N)C=C2)F)C=C1)C)=O 4-(4-(4-(((2-(2,6-dioxopiperidin-3-yl)-1-methyl-3-oxo-2,3-dihydro-1H-indazol-7-yl)oxy)methyl)benzyl)piperazin-1-yl)-3-fluorobenzonitrile